2,4-bis(benzyloxyl)-5-chloro-3-methylbenzaldehyde C(C1=CC=CC=C1)OC1=C(C=O)C=C(C(=C1C)OCC1=CC=CC=C1)Cl